NC1=C(C=C(OC2=CC=NC3=C2OCC(N3CC3=CC=C(C=C3)OC)=O)C=C1)F 8-(4-amino-3-fluorophenoxy)-4-(4-methoxybenzyl)-2H-pyrido[3,2-b][1,4]oxazin-3(4H)-one